C(C)(=O)NC1=C(C=CC=C1)NC(C(=O)[NH-])C(=O)C 2-((2-acetamidophenyl)amino)acetoacetylamide